(S)-2-(((benzyloxy)carbonyl)amino)-2,4-dimethylpent-4-enoic acid C(C1=CC=CC=C1)OC(=O)N[C@](C(=O)O)(CC(=C)C)C